COC1N(C2=CC=CC=C2C1(C)OC)C(CC1=CC=CC=C1)=O 1-(2,3-dimethoxy-3-methylindol-1-yl)-2-phenylethan-1-one